BrC=1C=NN(C1)[C@H](C(C)(O)C)C |o1:6| (S or R)-3-(4-bromo-1H-pyrazol-1-yl)-2-methylbutan-2-ol